1-(4-(2-(3,4-dimethoxyphenyl)-3-isopropyl-1H-indol-5-yl)piperidin-1-yl)-2-(dimethylamino)ethan-1-one COC=1C=C(C=CC1OC)C=1NC2=CC=C(C=C2C1C(C)C)C1CCN(CC1)C(CN(C)C)=O